Sodium citrate dihydrate O.O.C(CC(O)(C(=O)[O-])CC(=O)[O-])(=O)[O-].[Na+].[Na+].[Na+]